2-[1-[4-[6-(cyclopentyloxy)-2-pyridinyl]-2,6-difluoro-phenyl]azetidin-3-yl]acetic acid C1(CCCC1)OC1=CC=CC(=N1)C1=CC(=C(C(=C1)F)N1CC(C1)CC(=O)O)F